1-((3-(6-amino-5-chloro-2-fluoropyridin-3-yl)-6-(tert-butylsulfonyl)imidazo[1,2-a]pyridin-7-yl)oxy)propan-2-one NC1=C(C=C(C(=N1)F)C1=CN=C2N1C=C(C(=C2)OCC(C)=O)S(=O)(=O)C(C)(C)C)Cl